N-[(1R,2S)-2-fluorocyclopropyl]-6-{[3-(4-formylpiperidin-1-yl)-2-methoxyphenyl]amino}-8-(methylamino)imidazo[1,2-b]pyridazine-3-carboxamide F[C@@H]1[C@@H](C1)NC(=O)C1=CN=C2N1N=C(C=C2NC)NC2=C(C(=CC=C2)N2CCC(CC2)C=O)OC